tert-butyl 3-(2-bromoethyl)benzoate BrCCC=1C=C(C(=O)OC(C)(C)C)C=CC1